tert-butyl (9-((2R,4S,5R)-5-ethynyl-4-hydroxy-5-(((((5-methyl-2-oxo-1,3-dioxol-4-yl)methoxy)carbonyl)oxy)methyl)tetrahydrofuran-2-yl)-2-fluoro-9H-purin-6-yl)carbamate C(#C)[C@]1([C@H](C[C@@H](O1)N1C2=NC(=NC(=C2N=C1)NC(OC(C)(C)C)=O)F)O)COC(=O)OCC=1OC(OC1C)=O